CC12C3C(C(C=C1)C2)C(=O)OC3=O Methyl-5-norbornene-2,3-dicarboxylic acid anhydride